C[C@H]1N(CCOC1)C=1N=C(C2=C(N1)N=C(C=C2)C=2C=C(C(=O)NCCOCCOCCOCCOCCOCCOCCN(C(OC(C)(C)C)=O)C)C=CC2)N2[C@@H](COCC2)C tert-butyl N-[2-[2-[2-[2-[2-[2-[2-[[3-[2,4-bis[(3R)-3-methylmorpholin-4-yl]pyrido[2,3-d]pyrimidin-7-yl]benzoyl]amino]ethoxy]ethoxy]ethoxy]ethoxy]ethoxy]ethoxy]ethyl]-N-methyl-carbamate